(3,3,3-trifluoropropyl)silane FC(CC[SiH3])(F)F